COC=1C=C(C=CC1OC1CC(C1)N(C)C)NC1=NC=CC(=N1)NC=1C=NC2=CC=CC=C2C1 2-{3-methoxy-4-[(1r,3r)-3-(dimethylamino)cyclobutoxy]phenylamino}-4-(3-quinolylamino)pyrimidine